C(CCC)N1C(=CC2=CC(=CC=C12)NC(C1=C(C=CC(=C1)CNC(C(C)C)=O)Cl)=O)C(=O)NC1=CC(=CC=C1)OC(F)(F)F 1-butyl-5-(2-chloro-5-(isobutyramidomethyl)benzamido)-N-(3-(trifluoromethoxy)phenyl)-1H-indole-2-carboxamide